CN(CCCN)C 3-dimethylaminon-propylamine